6-(5-fluoro-2-hydroxyphenyl)pyridazin FC=1C=CC(=C(C1)C1=CC=CN=N1)O